N-(2-(2,6-dioxopiperidin-3-yl)-1-oxoisoindolin-5-yl)-6-methoxy-3,4-dihydroisoquinoline-2(1H)-carboxamide O=C1NC(CCC1N1C(C2=CC=C(C=C2C1)NC(=O)N1CC2=CC=C(C=C2CC1)OC)=O)=O